C(C)(C)(C)C12CNCC(N1)C2 tert-butyl-3,6-diazabicyclo[3.1.1]heptane